C1(=CC=CC=C1)[C@@H](CCC1=C(C=CC=C1)F)O (R)-1-phenyl-3-(ortho-fluorophenyl)propan-1-ol